FC1=CC=C(C=C1)C1=C(CCC(C1)(C)C)C(=O)N1C(CN(CC1)CC=1C=C2CN(C(C2=CC1)=O)C1C(NC(CC1)=O)=O)(C)C 3-(5-((4-(4'-fluoro-5,5-dimethyl-3,4,5,6-tetrahydro-[1,1'-biphenyl]-2-carbonyl)-3,3-dimethylpiperazin-1-yl)methyl)-1-oxoisoindolin-2-yl)piperidine-2,6-dione